FC=1C=C(CC=2C=CC(=NC2)NC(=O)C=2N=NC(=CC2)C)C=CC1 N-(5-(3-fluorobenzyl)pyridin-2-yl)-6-methylpyridazine-3-carboxamide